CC=1NC(=C(C(C1C(=O)OCC(C)(C)C)C1=CSC2=C1C=NC=C2)[N+](=O)[O-])C 1,4-Dihydro-2,6-dimethyl-5-nitro-4-[thieno[3,2-c]pyridin-3-yl]-3-pyridinecarboxylic acid, 2,2-dimethylpropyl ester